ClC=1C=CC=C2C=CC=C(C12)C1CNCC=2N=C(N=C(C21)OC)OCC21CCCN1CC(C2)F (8-chloronaphthalen-1-yl)-2-((2-fluorotetrahydro-1H-pyrrolizin-7a(5H)-yl)methoxy)-4-methoxy-5,6,7,8-tetrahydropyrido[3,4-d]pyrimidine